4-AMINO-3-METHYLISOXAZOLE-5-CARBOXYLIC ACID NC=1C(=NOC1C(=O)O)C